2-(5-(2-cyclopropoxy-4-fluorophenoxy)pyrimidin-4-yl)-7-((tetrahydro-2H-pyran-4-yl)methyl)-2,7-diazaspiro[4.4]nonane C1(CC1)OC1=C(OC=2C(=NC=NC2)N2CC3(CC2)CN(CC3)CC3CCOCC3)C=CC(=C1)F